C1C(CCC2CCCCC12)C1=NC(=NO1)N1CCCC2=CC=CC=C12 (decahydronaphthalen-2-yl)-3-(3,4-dihydroquinolin-1(2H)yl)-1,2,4-oxadiazole